methyl 1-((methylamino) (4-(trifluoromethyl)phenyl)methyl)cyclohexanecarboxylate CNC(C1(CCCCC1)C(=O)OC)C1=CC=C(C=C1)C(F)(F)F